C(C)(C)(C)OC(NC12CC(C1)(C2)C#C)=O (3-ethynylbicyclo[1.1.1]Pent-1-yl)carbamic acid tert-butyl ester